Benzoylphenylurea NC(=O)N(C(=O)C1C=CC=CC=1)C1C=CC=CC=1